N[C@@H]1C(NC2=C(OC1)N(N=C2)C(C)C)=O (S)-6-amino-1-isopropyl-6,7-dihydro-1H-pyrazolo[3,4-b][1,4]oxazepin-5(4H)-one